(R)-N-(5-((5-chloro-4-(7-methyl-1H-indol-3-yl)pyrimidin-2-yl)amino)-2-(3-(dimethylamino)pyrrolidin-1-yl)phenyl)acetamide ClC=1C(=NC(=NC1)NC=1C=CC(=C(C1)NC(C)=O)N1C[C@@H](CC1)N(C)C)C1=CNC2=C(C=CC=C12)C